2'-(5-Isopropyl-1H-imidazol-2-yl)-5-methoxy-3,4'-bipyridin C(C)(C)C1=CN=C(N1)C1=NC=CC(=C1)C=1C=NC=C(C1)OC